5-(1-methanesulfonylethyl)furan-2-carboxylic acid CS(=O)(=O)C(C)C1=CC=C(O1)C(=O)O